C(C)(C)OC(=O)N1CCCC1 pyrrolidine-1-carboxylic acid isopropyl ester